C(#C)C1=CC=C(CNC(OC(C)(C)C)=O)C=C1 tert-Butyl (4-ethynylbenzyl)carbamate